ClC=1C(=NC(=NC1)C=1CCN(CC1)C(=O)OC(C)(C)C)NC=1C=C2C=C(C(N(C2=CC1)C)=O)OCC(C)=O tert-butyl 4-(5-chloro-4-[[1-methyl-2-oxo-3-(2-oxopropoxy) quinolin-6-yl] amino] pyrimidin-2-yl)-3,6-dihydro-2H-pyridine-1-carboxylate